6-(6,6-dimethylpiperidin-3-yl)-N-(2-fluoro-3-methyl-4-((1-methyl-1H-benzo[d]imidazol-5-yl)oxy)phenyl)pyrido[3,2-d]pyrimidin-4-amine CC1(CCC(CN1)C=1C=CC=2N=CN=C(C2N1)NC1=C(C(=C(C=C1)OC1=CC2=C(N(C=N2)C)C=C1)C)F)C